2-(5-methyl-2-thienyl)-4-(4-t-butylphenyl)indene CC1=CC=C(S1)C=1CC2=CC=CC(=C2C1)C1=CC=C(C=C1)C(C)(C)C